2-ISOCYANO-5-NITRO-PYRIDINE [N+](#[C-])C1=NC=C(C=C1)[N+](=O)[O-]